C(CC)C1=CC=C(O1)C=O 5-propylfuran-2-carbaldehyde